1-(3,5,6-Trimethyl-1H-indol-1-yl)naphthalen-2-ol CC1=CN(C2=CC(=C(C=C12)C)C)C1=C(C=CC2=CC=CC=C12)O